(2S,3R)-2-amino-1-(3-((5-chloropyrimidin-2-yl)amino)-8,8-dimethyl-2-(3,4,5-trifluorophenyl)-5,6-dihydroimidazo[1,2-a]pyrazin-7(8H)-yl)-3-hydroxybutan-1-one N[C@H](C(=O)N1C(C=2N(CC1)C(=C(N2)C2=CC(=C(C(=C2)F)F)F)NC2=NC=C(C=N2)Cl)(C)C)[C@@H](C)O